Methyl 2-(tert-Butoxycarbonyl)-1-(hydroxymethyl)-2-azabicyclo[2.1.1]hexane-4-carboxylate C(C)(C)(C)OC(=O)N1C2(CC(C1)(C2)C(=O)OC)CO